prolinol N1[C@@H](CCC1)CO